CC=1C=NN2C1C1(OCC2)CCN(CC1)C(=O)OC(C)(C)C tert-butyl 3'-methyl-6',7'-dihydrospiro[piperidine-4,4'-pyrazolo[5,1-c][1,4]oxazine]-1-carboxylate